N1NC=CC1=O pyrazolin-5-one